CC=1C=C(CC(CC2=CC=CC3=CC=C(C=C23)OC)N)C=CC1 (3-methylbenzyl)-2-(7-methoxynaphthalen-1-yl)ethan-1-amine